3-(ethanesulfonyl)azetidine hydrochloride Cl.C(C)S(=O)(=O)C1CNC1